Cl.N1C[C@@]2(CC1)OCCN1C2=CC(=N1)C=1C=C(C(=NC1)N)C(F)(F)F |r| (rac)-5-[6,7-dihydrospiro[pyrazolo[5,1-c][1,4]oxazine-4,3'-pyrrolidin]-2-yl]-3-(trifluoromethyl)pyridin-2-amine hydrochloride